3-(2-(2,6-dioxopiperidin-3-yl)-1-oxoisoindolin-4-yl)-1-methyl-1H-pyrazol O=C1NC(CCC1N1C(C2=CC=CC(=C2C1)C1=NN(C=C1)C)=O)=O